(S)-3-(3-Bromo-1-((2-(trimethylsilyl)ethoxy)methyl)-1H-pyrazol-5-yl)-3-hydroxy-1-methylpyrrolidin-2-one BrC1=NN(C(=C1)[C@@]1(C(N(CC1)C)=O)O)COCC[Si](C)(C)C